O=C1C2=CC=CC(=C2C(C=2C(=CC(=CC12)NC(C)=O)OCCCC(C)=O)=O)OCCCC(C)=O N-(9,10-dioxo-4,5-bis((4-oxopentyl)oxy)-9,10-dihydroanthracen-2-yl)acetamide